(6-(4-chlorophenyl)-3-methoxy-3-methyl-1,2-dioxan-4-yl) methyl-2-amino-7-cyclopentyl-4-ethoxy-7H-pyrrolo[2,3-d]pyrimidine-6-carboxylate CC1=C(N(C=2N=C(N=C(C21)OCC)N)C2CCCC2)C(=O)OC2C(OOC(C2)C2=CC=C(C=C2)Cl)(C)OC